1,3-Diazolidin N1CNCC1